FC=1C=C2C(=NC1)NC=C2C#CC(=O)O 3-(5-fluoro-1H-pyrrolo[2,3-b]pyridin-3-yl)propiolic acid